BrC=1C(=CC(=C(C1)S(=O)(=O)O)OCC)C 5-Bromo-2-ethoxy-4-methylbenzene-1-sulfonic acid